2-((S)-4-(8-(8-chloronaphthalen-1-yl)-2-(((S)-1-methylpyrrolidin-2-yl)methoxy)-7-oxo-6,7,8,9-tetrahydro-5H-pyrimido[4,5-c]azepin-4-yl)piperazin-2-yl)acetonitrile ClC=1C=CC=C2C=CC=C(C12)N1CC2=C(CCC1=O)C(=NC(=N2)OC[C@H]2N(CCC2)C)N2C[C@@H](NCC2)CC#N